C(=O)(O)C1=CC=C(C=C1)C1=C2C=CC(C(=C3C=CC(=C(C=4C=CC(=C(C5=CC=C1N5)C5=CC=C(C=C5)C(=O)O)N4)C4=CC=C(C=C4)C(=O)O)N3)C3=CC=C(C=C3)C(=O)O)=N2.[Zn] zinc tetrakis(4-carboxyphenyl)porphyrin